NC1=C(C=CC(=C1F)NCC1=CC=C(C=C1)O)NC([C@@H]([C@@H](CCCC)F)F)=O (2S,3R)-N-(2-Amino-3-fluoro-4-((4-hydroxybenzyl)amino)phenyl)-2,3-difluoroheptanamid